S1C(=NC=C1)C1=CC=C(NC=2C(=NC=CN2)C#N)C=C1 3-(4-thiazol-2-ylanilino)pyrazine-2-carbonitrile